6-(2-chloro-4-fluoro-5-methoxyphenyl)-3-(7-fluoroisoquinolin-4-yl)thieno[3,2-d]pyrimidine-2,4(1H,3H)-dione ClC1=C(C=C(C(=C1)F)OC)C1=CC=2NC(N(C(C2S1)=O)C1=CN=CC2=CC(=CC=C12)F)=O